1-ethyl-3-(4-nitrophenyl)-3-dimethylaminopropyl-carbodiimide C(C)C(CC(N(C)C)C1=CC=C(C=C1)[N+](=O)[O-])N=C=N